FC1=C(C=C(C(=C1)F)C1=NC=NC2=CC(=CC=C12)N1CCOCC1)C(O)C=1C2=C(N=CN1)SC=C2 [2,4-Difluoro-5-(7-morpholin-4-yl-quinazolin-4-yl)-phenyl]thieno[2,3-d]-pyrimidin-4-ylmethanol